1,4-bis(2,6-dioxotetrahydro-4-pyranyl)benzene O=C1OC(CC(C1)C1=CC=C(C=C1)C1CC(OC(C1)=O)=O)=O